C(C)(C)(C)OC(=O)N1CCC2(NC(C(N2)C2=CC=C(C=C2)Br)=O)CC1.C(C)OC1=C(N)C=CC(=C1)N1CCN(CC1)C 2-ethoxy-4-(4-methylpiperazin-1-yl)aniline tert-butyl-2-(4-bromophenyl)-3-oxo-1,4,8-triazaspiro[4.5]decane-8-carboxylate